C(C)N(C1CCN(CC1)C=1C=CC=2N(C(C=C(N2)C=2C=CC=3N(C2)C=C(N3)C)=O)C1)CC 7-[4-(diethylamino)piperidin-1-yl]-2-(2-methylimidazo[1,2-a]pyridin-6-yl)-4H-pyrido[1,2-a]pyrimidin-4-one